C(C)(C)(C)OC(=O)N1CCN(CC1)C1=NC=C(C=C1)OC(F)F.C(CCC(=O)C)(=O)O levulinic acid Tert-butyl-4-(5-(difluoromethoxy)pyridin-2-yl)piperazine-1-carboxylate